C(CCC)NC(C)=CC(C)=NC(C)(C)C N-butyl-4-(tert-butylimino)-2-penten-2-amine